2-(4-(diethylamino)-2-hydroxyphenyl)benzo[d]oxazol-6-carboxylate C(C)N(C1=CC(=C(C=C1)C=1OC2=C(N1)C=CC(=C2)C(=O)[O-])O)CC